CC1(OC(C2=CC=C(C=C12)NC1=NC=C(C(=N1)N[C@H](CO)C1=CC=CC=C1)C(=O)OCC)=O)C (S)-ethyl 2-((3,3-dimethyl-1-oxo-1,3-dihydroisobenzofuran-5-yl)amino)-4-((2-hydroxy-1-phenylethyl)amino)pyrimidine-5-carboxylate